2-((2-carboxyethyl)carbamoyl)-6-methoxyisoindolin C(=O)(O)CCNC(=O)N1CC2=CC(=CC=C2C1)OC